Isopropylcumyl-t-butylperoxid C(C)(C)C(C(C)(C)OOC(C(C(C)C)C(C)(C)C1=CC=CC=C1)(C)C)C(C)(C)C1=CC=CC=C1